C(C)OC([C@@H](NC(C)=O)CCOS(=O)(=O)C)=O N-acetyl-O-methylsulfonyl-L-homoserine ethyl ester